NCCCOCCCN(C)CC1CCC(CC1)N1N=C(C(=C1)NC(=O)C=1C=NN2C1N=C(C=C2)N2CCOCC2)C(F)F N-[1-[4-[[3-(3-aminopropoxy)propyl-methyl-amino]methyl]cyclohexyl]-3-(difluoromethyl)pyrazol-4-yl]-5-morpholino-pyrazolo[1,5-a]pyrimidine-3-carboxamide